({(2-Methyl-6-{[(1S,2S)-2-(5-methylpyridin-2-yl)cyclopropyl]methoxy}pyrimidin-4-yl)[(5-methyl-1,3,4-thiadiazol-2-yl)methyl]carbamoyl}oxy)methyl propanoate C(CC)(=O)OCOC(N(CC=1SC(=NN1)C)C1=NC(=NC(=C1)OC[C@@H]1[C@H](C1)C1=NC=C(C=C1)C)C)=O